N-{2-[2-oxo-5-(tetramethyl-1,3,2-dioxaborolan-2-yl)-1,2-dihydropyridin-1-yl]ethyl}methanesulfonamide O=C1N(C=C(C=C1)B1OC(C(O1)(C)C)(C)C)CCNS(=O)(=O)C